octadecyltris-(3-chlorophenyl)silane C(CCCCCCCCCCCCCCCCC)[Si](C1=CC(=CC=C1)Cl)(C1=CC(=CC=C1)Cl)C1=CC(=CC=C1)Cl